BrC1=C(C=C(C=2N=CN(C21)C(F)F)C2=CC=C(C=C2)OC(F)(F)F)CN(C(OC(C)(C)C)=O)C(=O)OC(C)(C)C tert-butyl N-[[4-bromo-3-(difluoromethyl)-7-[4-(trifluoromethoxy)-phenyl] benzimidazol-5-yl] methyl]-N-tert-butoxycarbonyl-carbamate